[O-2].[Al+3].[O-2].[O-2].[Al+3] aluminum (III)-oxide